[S+]1=CC=CC=C1 thiinium